(2-(pyridin-2-ylmethyl)-1-oxo-1,2,3,4-tetrahydroisoquinolin-6-yl)oxyphenyl-1,2,4-triazine-3,5(2H,4H)-dione N1=C(C=CC=C1)CN1C(C2=CC=C(C=C2CC1)ON1C(N(N=CC1=O)C1=CC=CC=C1)=O)=O